[N+](=O)([O-])C1=CC=C(C=C1)OC(NCC1=C2C(=NC=3C=C(C(=CC13)N)F)C1=CC3=C(C(N1C2)=O)COC([C@]3(O)CC)=O)=O (S)-((9-amino-4-ethyl-8-fluoro-4-hydroxy-3,14-dioxo-3,4,12,14-tetrahydro-1H-pyrano[3',4':6,7]indolizino[1,2-b]quinolin-11-yl)methyl)carbamic acid 4-nitrophenyl ester